N-(((2S,3R,6R)-2,6-dimethylmorpholin-3-yl)methyl)-4-(trifluoromethyl)pyridin-2-amine hydrochloride Cl.C[C@H]1[C@H](NC[C@H](O1)C)CNC1=NC=CC(=C1)C(F)(F)F